dimethyl-8,12-eicosadienoate CC(C(=O)[O-])(CCCCCC=CCCC=CCCCCCCC)C